C(C)(C)(C)OC(C(CNC(=O)N1C[C@@H]2N(CC([C@@H]2C1)(F)F)C(=O)OCC1=CC=CC=C1)(C)C)=O (cis)-Benzyl 5-((3-(tert-butoxy)-2,2-dimethyl-3-oxopropyl)carbamoyl)-3,3-difluorohexahydropyrrolo[3,4-b]pyrrole-1(2H)-carboxylate